Br.NC1=NC2=NC=C(N=C2C(=N1)N)CBr 2,4-diamino-6-bromomethyl-pteridine hydrogen bromide